4-(3-methacryloxy-2-hydroxypropoxy)-phenylpropane C(C(=C)C)(=O)OCC(COC1=CC=C(C=C1)CCC)O